5-methyl-11-(methylsulfonyl)-5,11-dihydro-6H-benzo[e]pyrimido[5,4-b][1,4]diazepin-6-one CN1C2=C(N(C3=C(C1=O)C=CC=C3)S(=O)(=O)C)N=CN=C2